rac-1-(5-nitropyridin-2-yl)ethane-1,2-diol [N+](=O)([O-])C=1C=CC(=NC1)[C@H](CO)O |r|